COC=1C=C2C(=NC(=NC2=CC1OC)NC1=CC=C(C=C1)C)C(F)(F)F 6,7-dimethoxy-N-(4-methylphenyl)-4-trifluoromethylquinazolin-2-amine